6-((1-cyanocyclobutyl)methoxy)-4-(6-(6-((6-methoxypyridin-3-yl)methyl)-3,6-Diazabicyclo[3.1.1]heptan-3-yl)pyridin-3-yl)pyrazolo[1,5-a]pyridine-3-carbonitrile C(#N)C1(CCC1)COC=1C=C(C=2N(C1)N=CC2C#N)C=2C=NC(=CC2)N2CC1N(C(C2)C1)CC=1C=NC(=CC1)OC